tertiary butyl peroxycarbonate C(OC(C)(C)C)(=O)O[O-]